C1(=CC=CC=C1)C(=CC1=CC=C(N(C2=CC=C(C=C2)C)C2=CC=C(C=C2)C)C=C1)C1=CC=CC=C1 4-(2,2-diphenylvinyl)-N,N-di-p-tolylaniline